3-(4-(1-(3-((4-(((R)-1-(3-Bromophenyl)ethyl)amino)-6-methoxy-2-methyl-quinazolin-7-yl)oxy)propyl)piperidin-4-yl)-6-fluoro-1-oxoisoindolin-2-yl)piperidine-2,6-dione BrC=1C=C(C=CC1)[C@@H](C)NC1=NC(=NC2=CC(=C(C=C12)OC)OCCCN1CCC(CC1)C1=C2CN(C(C2=CC(=C1)F)=O)C1C(NC(CC1)=O)=O)C